[Cl-].C1(CC1)C=1C=CC(=NC1F)[NH2+]CC1=CC=CC=C1 (S)-(5-cyclopropyl-6-fluoropyridin-2-yl)(phenyl)methylammonium chloride